sodium (2S)-2-(4-ethylphenoxy)propanoate C(C)C1=CC=C(O[C@H](C(=O)[O-])C)C=C1.[Na+]